(R)-4-(7-chloro-4-((1-(2-methyl-3-(trifluoromethyl)phenyl)ethyl)amino)pyrido[2,3-d]pyrimidin-6-yl)tetrahydro-2H-thiopyran 1,1-dioxide ClC=1C(=CC2=C(N=CN=C2N[C@H](C)C2=C(C(=CC=C2)C(F)(F)F)C)N1)C1CCS(CC1)(=O)=O